(4-nitrophenyl) 3-[4-[(1R,5S)-8-oxa-3-azabicyclo[3.2.1]octan-3-yl]phenyl]azetidine-1-carboxylate [C@H]12CN(C[C@H](CC1)O2)C2=CC=C(C=C2)C2CN(C2)C(=O)OC2=CC=C(C=C2)[N+](=O)[O-]